C(#N)C=1C=C(C(=C(C1)NS(=O)(=O)C=1C=C(C(=O)O)C=CC1C1CC1)OC1CCCC1)C 3-(N-(5-cyano-2-(cyclopentyloxy)-3-methylphenyl)sulfamoyl)-4-cyclopropylbenzoic acid